silver-zinc-zirconium phosphate P(=O)([O-])([O-])[O-].[Zr+4].[Zn+2].[Ag+]